(1R,4R)-4-(4-chloroquinoline-7-carboxamido)cyclohexanecarboxylic acid ClC1=CC=NC2=CC(=CC=C12)C(=O)NC1CCC(CC1)C(=O)O